COC(CCS)CCCCC 3-Methoxyoctane-1-thiol